C(=O)(O)C=1C(=C(C=CC1)C(=O)O)C(=O)O tricarboxyl-benzene